N-(4-aminobutyl)-5-methoxy-N'-[4-(1-methyl-1H-indol-3-yl)-2-pyrimidinyl]-2-nitrobenzene-1,4-diamine NCCCCNC1=C(C=C(C(=C1)OC)NC1=NC=CC(=N1)C1=CN(C2=CC=CC=C12)C)[N+](=O)[O-]